CC1NC2=CC=CC=C2C1 2-methylindoline